cis-methyl 1-amino-3-methylcycloheptanecarboxylate N[C@]1(C[C@H](CCCC1)C)C(=O)OC